benzyl 1-methyl-4-(4,4,5,5-tetramethyl-1,3,2-dioxaborolan-2-yl)pyrrole-2-carboxylate CN1C(=CC(=C1)B1OC(C(O1)(C)C)(C)C)C(=O)OCC1=CC=CC=C1